5-(3-methoxyphenyl)-2-(4,4,5,5-tetramethyl-1,3,2-dioxaborolan-2-yl)benzaldehyde COC=1C=C(C=CC1)C=1C=CC(=C(C=O)C1)B1OC(C(O1)(C)C)(C)C